ClC1=CC2=C(C(C=3NC4=CC(=CC=C4C3C2)C#C)(C)C)C=C1N1CCN(CC1)C 9-Chloro-3-ethynyl-6,6-dimethyl-8-(4-methylpiperazin-1-yl)-5,6-dihydro-11H-benzo[b]carbazole